2-((4-((R)-2-(4-cyano-2-fluorophenyl)-2H-chromene-8-yl)piperidin-1-yl)methyl)-1-(((S)-Oxetan-2-yl)methyl)-1H-benzo[d]imidazole-6-carboxylic acid C(#N)C1=CC(=C(C=C1)[C@@H]1OC2=C(C=CC=C2C=C1)C1CCN(CC1)CC1=NC2=C(N1C[C@H]1OCC1)C=C(C=C2)C(=O)O)F